FC=1C=CC2=C(N(OCCC2)[C@@H]2NCCC2)C1 (S)-2-((S)-8-fluoro-1,3,4,5-tetrahydrobenzo[c]oxazepin-1-yl)pyrrolidine